ClC1=CC=C(C=C1)[C@@H](N1C(C2=C(C=C(C=C2C1=O)C(C)(C1CCOCC1)O)F)OCC1(CC1)CO)C1=NC=CC=C1C#N [(1R)-1-(4-Chlorophenyl)-7-fluoro-5-[1-hydroxy-1-(oxan-4-yl)ethyl]-1-{[1-(hydroxymethyl)cyclopropyl]methoxyl-3-oxo-2,3-dihydro-1H-isoindol-2-yl}methyl]pyridin-3-carbonitril